2,2-Bis-(3-chloro-4-hydroxyphenyl)-propan ClC=1C=C(C=CC1O)C(C)(C)C1=CC(=C(C=C1)O)Cl